(5-([BUTYL(ETHYL)AMINO]METHYL)-2-METHOXYPHENYL)BORANEDIOL C(CCC)N(CC)CC=1C=CC(=C(C1)B(O)O)OC